5-(5-Cyclopropylfuran-2-yl)-N-[4-[(6,7-dimethoxy-1,5-naphthyridin-4-yl)oxy]-3-fluorophenyl]-4-hydroxy-6-methylpyridine-3-carboxamide hydrochloride Cl.C1(CC1)C1=CC=C(O1)C=1C(=C(C=NC1C)C(=O)NC1=CC(=C(C=C1)OC1=CC=NC2=CC(=C(N=C12)OC)OC)F)O